C1(CCC(CC1)COCC1OC(OC1)=O)COCC1OC(OC1)=O 4,4'-[1,4-cyclohexanediylbis(methyleneoxymethylene)]bis[1,3-dioxolan-2-one]